cresolate C=1(C(=CC=CC1O)C(=O)[O-])C